[Si](C)(C)(C(C)(C)C)OCC(OC=1C=2N(C=C(C1)C=1C=NN(C1C)C1CC3(C1)CCN(CC3)C(=O)OC(C)(C)C)N=CC2C#N)C2=NC=C(C=C2)F tert-butyl 2-[4-[4-[2-[tert-butyl(dimethyl)silyl]oxy-1-(5-fluoro-2-pyridyl)ethoxy]-3-cyano-pyrazolo[1,5-a]pyridin-6-yl]-5-methyl-pyrazol-1-yl]-7-azaspiro[3.5]nonane-7-carboxylate